CC1=NN=C(O1)C1(CCC1)C(=O)OCC ethyl 1-(5-methyl-1,3,4-oxadiazol-2-yl)cyclobutane-1-carboxylate